C1(=CC=CC=C1)[C@@H]1P([C@H](CC1)C1=CC=CC=C1)C[C@@H](O)C1=CC=CC=C1 (S)-2-((2R,5R)-2,5-diphenylphospholane-1-yl)-1-phenylethane-1-ol